FC=1C=C(C=NC1)CC1(CCNCC1)C1=NOC[C@H](O1)CN1CCCCC1 |r| rac-3-(4-((5-fluoropyridin-3-yl)methyl)piperidin-4-yl)-5-(piperidin-1-ylmethyl)-5,6-dihydro-1,4,2-dioxazine